C1(CCCCC1)OCCC1=CC=CC=C1 [2-(cyclohexyloxy)ethyl]benzene